2,4,6-trifluoro-N-[6-[(1-methyl-4-piperidinyl)carbonyl]-2-pyridyl]benzamide FC1=C(C(=O)NC2=NC(=CC=C2)C(=O)C2CCN(CC2)C)C(=CC(=C1)F)F